4-bromo-2-methoxy-5-methylbenzaldehyde BrC1=CC(=C(C=O)C=C1C)OC